(2-methylimidazo[1,2-b]pyridazin-7-yl)boronic acid CC=1N=C2N(N=CC(=C2)B(O)O)C1